6-(cyclopropanecarboxamido)-4-((2-(methoxy-d3)-3-(5-methyl-1,2,4-oxadiazol-3-yl)phenyl)Amino)-N-methylnicotinamide C1(CC1)C(=O)NC1=NC=C(C(=O)NC)C(=C1)NC1=C(C(=CC=C1)C1=NOC(=N1)C)OC([2H])([2H])[2H]